C1=NC=CC2=C1OC1=C2C=CC=C1 benzofurano[2,3-c]pyridine